ClC=1C=2C(N(C(C1C1=NC3=C(N1)C=C(C=C3)OC)=O)CC3=CC=C(C=C3)OC)=CN(N2)C 7-Chloro-6-(6-methoxy-1H-benzo[d]imidazol-2-yl)-4-(4-methoxybenzyl)-2-methyl-2H-pyrazolo[4,3-b]pyridin-5(4H)-one